FC=1C=NN2C1C(C(CC2)[C@@H]2N1C(C3=CC=CC=C23)=CN=C1)O 3-fluoro-5-((s)-5H-imidazo[5,1-a]isoindol-5-yl)-4,5,6,7-tetrahydropyrazolo[1,5-a]pyridin-4-ol